CC=1C(=NC=CC1)C1CC1 methyl-2-cyclopropylpyridine